CC1CCC(CC1)NC(OC1=CC(=C(C=C1)OC(F)(F)F)C=1C=NC=C(C1)C=1OC=NN1)=O 3-(5-(1,3,4-oxadiazol-2-yl)pyridin-3-yl)-4-(trifluoromethoxy)phenyl (4-methylcyclohexyl)carbamate